C(C(=O)O)(=O)O.ClC=1C(=C(C=CC1F)NC[C@@H]1C[C@H](C1)C(F)(F)F)F (S)-(3-chloro-2,4-difluorophenyl)(trans-3-(trifluoromethyl)cyclobutyl)methylamine oxalate